CN1N=CC(=C1)C1=CC=C(C=C1)NC1=NC=C(C=N1)C(F)(F)F 2-{[4-(1-methylpyrazol-4-yl)phenyl]amino}-5-(trifluoromethyl)pyrimidine